CN1CCN(CC1)CCOC=1C=NC(=NC1)NC1CCC(CC1)OC1=C2C=C(C=NC2=CC(=N1)N1CCOCC1)S(=O)(=O)NC(OC(C)(C)C)=O tert-butyl N-[[5-[4-[[5-[2-(4-methylpiperazin-1-yl)ethoxy]pyrimidin-2-yl]amino]cyclohexoxy]-7-morpholino-1,6-naphthyridin-3-yl]sulfonyl]carbamate